5-(bis(6-hydroxy-1H-indol-3-yl)methyl)-benzene-1,2,3-triol OC1=CC=C2C(=CNC2=C1)C(C=1C=C(C(=C(C1)O)O)O)C1=CNC2=CC(=CC=C12)O